N1=CC(=CC=C1)C meta-picoline